Cl.NC1CC(C1)(O)C (trans)-3-amino-1-methylcyclobutanol hydrochloride